1-bromo-4-iodo-2-methoxy-5-nitrobenzene BrC1=C(C=C(C(=C1)[N+](=O)[O-])I)OC